ClC1=C(C=C2C=C(N=CC2=C1)NC(=O)[C@H]1CC(OCC1)(C)C)C1CCN(CC1)[C@@]1(COC[C@@H]1F)C (4R)-N-(7-chloro-6-(1-((3R,4R)-4-fluoro-3-methyltetrahydrofuran-3-yl)piperidin-4-yl)isoquinolin-3-yl)-2,2-dimethyltetrahydro-2H-pyran-4-carboxamide